4-bromo-1-(4-(trifluoromethoxy)phenyl)-1H-pyrazolo[3,4-b]pyridine-3-carboxamide BrC1=C2C(=NC=C1)N(N=C2C(=O)N)C2=CC=C(C=C2)OC(F)(F)F